(R)-N-(3-(1,3,5-triazin-2-yl)-1,2,3,4,4a,5-hexahydrobenzo[b]pyrazino[1,2-d][1,4]oxazin-8-yl)-2-(1,5-dimethyl-3-phenyl-1H-pyrrol-2-yl)-2-oxoacetamide N1=C(N=CN=C1)N1C[C@H]2N(C3=C(OC2)C=C(C=C3)NC(C(=O)C=3N(C(=CC3C3=CC=CC=C3)C)C)=O)CC1